4-[6-(3,6-Diazabicyclo[3.1.1]hept-3-yl)-3-pyridinyl]-6-(2-hydroxy-2-methyl-propoxy)pyrazolo[1,5-a]pyridine-3-carboxamide C12CN(CC(N1)C2)C2=CC=C(C=N2)C=2C=1N(C=C(C2)OCC(C)(C)O)N=CC1C(=O)N